ClC=1C=C(C(=C(C(=O)[O-])C1)NC(=S)NC(=O)OCC)F 5-chloro-2-(3-(ethoxy carbonyl)thioureido)-3-fluorobenzoate